BrC=1N(C=CN1)[C@@]1(C[C@H](N(C1)C(=O)OC(C)(C)C)C(=O)OC)C(=O)OC 1-t-butyl 2,4-dimethyl (2S,4R)-4-(2-bromoimidazol-1-yl)pyrrolidine-1,2,4-tricarboxylate